C1(=C(C=CC=C1)N1C=NC2=CC=CC=C2C1=O)C 3-o-tolylquinazolin-4(3H)-one